[PH2]([O-])=O.[NH4+] Ammonium phosphinat